CN1C(C(=C(C2=CC=CC=C12)N1CCC(CC1)C=1OC2=C(N1)C=C(C=C2)OCC2OCCC2)C(=O)N)=O 1-Methyl-2-oxo-4-(4-{5-[(oxolan-2-yl)methoxy]-1,3-benzoxazol-2-yl}piperidin-1-yl)-1,2-dihydroquinoline-3-carboxamide